(S)-3-(1-aminoethyl)-8-methoxy-2-phenyl-4,5-dihydrocyclopenta[de]isoquinolin-1(2H)-one N[C@@H](C)C=1N(C(C=2C(=CC=C3C2C1CC3)OC)=O)C3=CC=CC=C3